[Se]1C=CC2=C1C=CC=C2 benzoselenole